BrC1=NN(C=C1)C1=CC(=CC=C1)Cl 3-bromo-1-(3-chlorophenyl)pyrazole